C1(=CC=CC=C1)N1C=NC(=C1)C1=C2CNC(C2=C(C=C1)NC1=NC=C(C=C1)N1CCNCC1)=O 4-(1-phenyl-1H-imidazol-4-yl)-7-((5-(piperazin-1-yl)pyridin-2-yl)amino)isoindolin-1-one